C(C)OC1=C(\C=C(\CO)/CC)C=CC=C1 (E)-2-(2-ethoxybenzylidene)butan-1-ol